ClC1=C(N)C=C(C=C1)[N+](=O)[O-] 2-chloro-5-nitroaniline